3-(3-((((3S,4S)-8-(6-amino-5-((2-amino-3-chloropyridin-4-yl)thio)pyrazin-2-yl)-3-methyl-2-oxa-8-azaspiro[4.5]decan-4-yl)amino)methyl)phenyl)piperidine-2,6-dione NC1=C(N=CC(=N1)N1CCC2([C@@H]([C@@H](OC2)C)NCC=2C=C(C=CC2)C2C(NC(CC2)=O)=O)CC1)SC1=C(C(=NC=C1)N)Cl